BrC=1C=CC(=NC1)C(=O)N1CCC(CC1)O (5-bromopyridin-2-yl)(4-hydroxypiperidin-1-yl)methanone